3-bromo-5-(1,1-dimethylethyl)benzo[b]thiophene BrC=1C2=C(SC1)C=CC(=C2)C(C)(C)C